1-(4-(7-(3-hydroxynaphthalen-1-yl)-2-(pyrrolidin-1-yl)-5,6,7,8-tetrahydropyrido[3,4-d]pyrimidin-4-yl)piperazin-1-yl)prop-2-en-1-one OC=1C=C(C2=CC=CC=C2C1)N1CC=2N=C(N=C(C2CC1)N1CCN(CC1)C(C=C)=O)N1CCCC1